C(/C=C\\Cl)Cl The molecule is the (Z)-isomer of 1,3-dichloropropene. It is a 1,3-dichloropropene and a chloroalkene. It derives from a hydride of a propene.